FC1=CC(=C(N)C=C1C=1C=NC(=NC1)N1CCOCC1)N1CCN(CC1)C 4-fluoro-2-(4-methylpiperazin-1-yl)-5-(2-morpholinopyrimidin-5-yl)aniline